C(C1=CC=CC=C1)OC(=O)N(C1CN(CC1)C(=O)OCCCC)CCCO Butyl 3-(((benzyloxy)carbonyl)(3-hydroxypropyl)amino)pyrrolidine-1-carboxylate